C(=CC)OP(N=PC(C(F)(F)F)(F)F)NP 3-propenoxypentafluoroethyl-triphosphazene